CN(C/C=C/CC(=O)Cl)C (E)-4-(dimethylamino)but-2-enecarboxylic acid chloride